C(C=C)(=O)N1C[C@H](O[C@@H](C1)CO)C1=CC(=NC(=C1)Cl)C1=CC(=NC=N1)C(=O)NC 6-(4-((2R,6S)-4-acryloyl-6-(hydroxymethyl)morpholin-2-yl)-6-chloropyridin-2-yl)-N-methylpyrimidine-4-carboxamide